CC(CN(C(C(=O)OCC(F)(F)F)=O)CC1=NC=CC=C1)CC 2,2,2-trifluoroethyl 2-[2-methylbutyl (2-pyridylmethyl)amino]-2-oxo-acetate